2-(4-(8-Chloro-7-((7-fluoro-2-methyl-1-((2-(trimethylsilyl)ethoxy)methyl)-1H-benzo[d]imidazol-6-yl)oxy)quinoxalin-2-yl)-1H-pyrazol-1-yl)-1-morpholinoethanone ClC=1C(=CC=C2N=CC(=NC12)C=1C=NN(C1)CC(=O)N1CCOCC1)OC=1C=CC2=C(N(C(=N2)C)COCC[Si](C)(C)C)C1F